C1(C(C(C(C(C1Cl)Cl)Cl)Cl)Cl)Cl Lindan